(R)-1'-(6-((2-Amino-3-chloropyridin-4-yl)thio)pyrido[2,3-b]pyrazin-2-yl)spiro[bicyclo[4.2.0]octan-7,4'-piperidin] NC1=NC=CC(=C1Cl)SC=1C=CC=2C(=NC=C(N2)N2CCC3(CC2)C2CCCC[C@@H]2C3)N1